6-((1R,3s,5S,6r)-6-(1-isopropyl-3-(3-(trifluoromethyl)phenyl)-1H-pyrazol-5-yl)bicyclo[3.1.0]hexan-3-yl)-2-thia-6-azaspiro[3.4]octane 2,2-dioxide C(C)(C)N1N=C(C=C1C1[C@H]2CC(C[C@@H]12)N1CC2(CS(C2)(=O)=O)CC1)C1=CC(=CC=C1)C(F)(F)F